2-{[7-amino-4-(3-methoxy-1H-indazol-5-yl)-1-oxo-2,3-dihydro-1H-isoindol-2-yl]methyl}prop-2-enenitrile NC=1C=CC(=C2CN(C(C12)=O)CC(C#N)=C)C=1C=C2C(=NNC2=CC1)OC